CCCCC(CC)CO The molecule is a primary alcohol that is hexan-1-ol substituted by an ethyl group at position 2. It has a role as a volatile oil component and a plant metabolite.